BrCC1=CC(=C(C=C1)I)F 4-(bromomethyl)-2-fluoro-1-iodobenzene